3,4,6-tri-O-benzyl-1,2-O-(1-methoxyethylidene)-β-D-mannopyranose CC1(OC2C(C(C(OC2O1)COCC3=CC=CC=C3)OCC4=CC=CC=C4)OCC5=CC=CC=C5)OC